(S)-3-Amino-N-(3-(hydroxymethyl)bicyclo[1.1.1]pentan-1-yl)-6-(2-(methyl-d3)-5-(1,1,1-trifluoro-2,3-dihydroxypropan-2-yl)phenyl)pyrazine-2-carboxamide NC=1C(=NC(=CN1)C1=C(C=CC(=C1)[C@@](C(F)(F)F)(CO)O)C([2H])([2H])[2H])C(=O)NC12CC(C1)(C2)CO